C(C)(C)(C)C1N(CC1O)C(=O)OC1CNC1 azetidin-3-ol (tert-butyl 3-hydroxyazetidine-1-carboxylate)